ClC1=CC=C(C=C1)C(C)(C)C1=CC=C(C=C1)N1N=C(C=C1C)C(=O)N 1-(4-(2-(4-chlorophenyl)propan-2-yl)phenyl)-5-methyl-1H-pyrazole-3-carboxamide